C12CN(CC2C1)C1=CC=C(C(=N1)C)CC1=CC=C(N1)C(=O)O 5-[(6-{3-Azabicyclo[3.1.0]hex-3-yl}-2-methylpyridin-3-yl)methyl]-1H-pyrrole-2-carboxylic acid